FC=1C=C(C=C(C1)F)C=1C=C2C(=NNC2=CC1)C1=CC=CC(=N1)NC1=C(C=C(C=C1)N1CCN(CC1)C)OC 6-(5-(3,5-difluorophenyl)-1H-indazol-3-yl)-N-(2-methoxy-4-(4-methylpiperazin-1-yl)phenyl)pyridin-2-amine